C(C(C)C)N=C=N 3-isobutyl-carbodiimide